4-(((4-aminobenzyl)oxy)methyl)benzonitrile NC1=CC=C(COCC2=CC=C(C#N)C=C2)C=C1